ClC=1C(=NC(=NC1)NC1=C(C=C(C=C1)N(C)CCN(C)C)OC)C1=CN(C2=CC=CC=C12)CC1=C(C=O)C(=CC=C1)OCC1=CC=C(C=C1)OC 2-[(3-{5-chloro-2-[(4-{[2-(dimethylamino)ethyl](methyl)amino}-2-methoxyphenyl)amino]pyrimidin-4-yl}indol-1-yl)methyl]-6-[(4-methoxyphenyl)methoxy]benzaldehyde